2-(di-t-butylphosphino)-2',4',6'-triisopropyl-1,1'-biphenyl C(C)(C)(C)P(C1=C(C=CC=C1)C1=C(C=C(C=C1C(C)C)C(C)C)C(C)C)C(C)(C)C